(Z)-25-cyclohexyl-13-(heptadec-8-en-1-yl)-3-(2-hydroxyethyl)-11,11-dimethyl-10,12,14-trioxa-3-aza-11-silapentacosan-1-ol C1(CCCCC1)CCCCCCCCCCCOC(O[Si](OCCCCCCN(CCO)CCO)(C)C)CCCCCCC\C=C/CCCCCCCC